ClC1=C(C(=CC=C1Cl)F)[C@]1(CN(CC1)C(=O)OC(C)(C)C)NC=1C=C2C(N(C=NC2=C(C1)F)C)=O tert-butyl (R)-3-(2,3-dichloro-6-fluorophenyl)-3-((8-fluoro-3-methyl-4-oxo-3,4-dihydroquinazolin-6-yl)amino)pyrrolidine-1-carboxylate